2-cyano-1-(5-(1-(2,6-dimethoxybenzoyl)pyrrolidine-3-yl)pentyl)-3-(3-pyridinyl)guanidine C(#N)N=C(NCCCCCC1CN(CC1)C(C1=C(C=CC=C1OC)OC)=O)NC=1C=NC=CC1